N-(1-amino-2-methyl-1-oxopropan-2-yl)-2-methyl-5-((4-methylthiazol-5-yl)methoxy)benzofuran-3-carboxamide NC(C(C)(C)NC(=O)C1=C(OC2=C1C=C(C=C2)OCC2=C(N=CS2)C)C)=O